OCC(C(=O)N)NC(=O)C1=C(OC2=CN=C(C=C21)OCC2=NC=CC=C2)C 3-hydroxy-2-({2-methyl-5-[(pyridin-2-yl)methoxy]furo[2,3-c]pyridin-3-yl}formamido)propanamide